1-benzoylcyclohexane-1-ol C(C1=CC=CC=C1)(=O)C1(CCCCC1)O